4-(aminosulfonyl)-7-fluoro-2,1,3-benzoxadiazole NS(=O)(=O)C1=CC=C(C2=NON=C21)F